ClC1=NC=C2C3=C(C=NC2=C1F)N(C([C@H]1N3C[C@@H](N(C1)CC1=CC=C(C=C1)OC)CO)=O)C (8aS,11R)-3-chloro-4-fluoro-11-(hydroxymethyl)-10-(4-methoxybenzyl)-7-methyl-9,10,11,12-tetrahydro-7H-pyrazino[1',2':4,5]pyrazino[2,3-c][1,6]naphthyridin-8(8aH)-one